ClC1=CC=C(S1)COC1=C(C(=NN1C(=O)C=1OC=CC1)C1C(N(C1C)S(=O)(=O)N1CCCC1)=O)F 3-{5-[(5-chlorothiophen-2-yl)methoxy]-4-fluoro-1-(furan-2-carbonyl)-1H-pyrazol-3-yl}-4-methyl-1-(pyrrolidine-1-sulfonyl)azetidin-2-one